(R)-2-(5-fluoro-6-(3-fluoropyrrolidin-1-yl)pyridin-3-yl)-5-(pyridin-3-yl)-4,5-dihydro-6H-imidazo[1,5-b]pyrazol-6-one hydrochloride Cl.FC=1C=C(C=NC1N1C[C@@H](CC1)F)C=1C=C2N(N1)C(N(C2)C=2C=NC=CC2)=O